2-(trimethylsilyl)ethyl (3R,4R)-3-[({(1R)-1-[1-benzyl-4-(2,5-difluorophenyl)-1H-pyrrol-2-yl]-2,2-dimethylpropyl}amino) methyl]-4-fluoropyrrolidine-1-carboxylate C(C1=CC=CC=C1)N1C(=CC(=C1)C1=C(C=CC(=C1)F)F)[C@@H](C(C)(C)C)NC[C@@H]1CN(C[C@@H]1F)C(=O)OCC[Si](C)(C)C